NCC=1C(=C(C=CC1)C1=CC2=C(OC=C2COC2=C(C=CC=C2)CC(=O)O)C2=C1OC=C2)F 2-(2-((5-(3-(aminomethyl)-2-fluorophenyl)benzo[1,2-b:3,4-b']difuran-3-yl)methoxy)phenyl)acetic acid